FC=1C(=C(C=C(C1)CCC(C)C)[C@H](C(=O)O)N1C[C@@H](CC1)N(CCCCCC1=NC=2NCCCC2C=C1)C)OC (R)-2-(3-fluoro-5-isopentyl-2-methoxyphenyl)-2-((R)-3-(methyl(5-(5,6,7,8-tetrahydro-1,8-naphthyridin-2-yl)pentyl)amino)pyrrolidin-1-yl)acetic acid